dinonylbenzyl ether C(CCCCCCCC)C(C1=CC=CC=C1)(CCCCCCCCC)OC(C1=CC=CC=C1)(CCCCCCCCC)CCCCCCCCC